rac-(1R,2S,5R)-1-amino-5-(2-boronoethyl)-2-(isoindolin-2-ylmethyl)cyclohexanecarboxylic acid N[C@]1([C@@H](CC[C@H](C1)CCB(O)O)CN1CC2=CC=CC=C2C1)C(=O)O |r|